[6-(4-diphenylamino-phenyl)naphthalene-2-yl]-diphenylamine C1(=CC=CC=C1)N(C1=CC=C(C=C1)C=1C=C2C=CC(=CC2=CC1)N(C1=CC=CC=C1)C1=CC=CC=C1)C1=CC=CC=C1